C[C@H]1[C@@H](C2=C3[C@H](C(=O)C4=C3[N-]C(=C4C)C=C5C(=C(C(=N5)C=C6C(=C(C(=CC1=N2)[N-]6)C)C=C)C)C=C)C(=O)OC)CCC(=O)OC/C=C(\C)/CCC[C@H](C)CCC[C@H](C)CCCC(C)C.[Mg+2] divinylchlorophyll a